N-(5-((6-(5-cyclopropyl-3,3-dimethyl-2,3-dihydro-1H-pyrrolo[3,2-b]pyridin-1-yl)pyrimidin-4-yl)amino)-2-((2-(dimethylamino)ethyl)(methyl)amino)-6-methoxypyridin-3-yl)acrylamide C1(CC1)C1=CC=C2C(=N1)C(CN2C2=CC(=NC=N2)NC=2C=C(C(=NC2OC)N(C)CCN(C)C)NC(C=C)=O)(C)C